4-(oxiranyl-2-ylmethoxy)-9H-carbazole O1C(C1)=COC1=CC=CC=2NC3=CC=CC=C3C12